C(C)(C)(C)OC(=O)N1C[C@H](N(CC1)C=1C=CC(=NC1O[C@H]1CN(CC1)C)C=1C(=NC=CC1)OCC)CC.C1(CC1)C(C=CN(C)C)=O 1-cyclopropyl-3-(dimethylamino)prop-2-en-1-one tert-butyl-(3R)-4-(2'-ethoxy-6-{[(3R)-1-methylpyrrolidin-3-yl]oxy}-[2,3'-bipyridin]-5-yl)-3-ethylpiperazine-1-carboxylate